methyl-3-oxetanemethanol CC1OCC1CO